CN1N=C(C=C1)C=1C=NC2=CC=CN=C2C1 3-(1-methyl-1H-pyrazol-3-yl)-1,5-naphthyridine